FC(S(=O)(=O)C(S(=O)(=O)C(F)(F)F)(S(=O)(=O)C(F)(F)F)[Li])(F)F.[Li] lithium tris(trifluoromethylsulfonyl)methyl-lithium